4-((1S,3S)-2-(3,3-difluorocyclobutyl)-3-methyl-2,3,4,9-tetrahydro-1H-pyrido[3,4-b]indol-1-yl)-3,5-difluorophenyl-acrylic acid FC1(CC(C1)N1[C@H](C=2NC3=CC=CC=C3C2C[C@@H]1C)C1=C(C=C(C=C1F)C(C(=O)O)=C)F)F